BrCC1=CC=C(C(=O)N(C)C)C=C1 4-(bromomethyl)-N,N-dimethyl-benzamide